CN(/C(=C/C(=O)C1=C(C=C(C(=C1)F)OC)C)/C)C (E)-3-(dimethylamino)-1-(5-fluoro-4-methoxy-2-methylphenyl)but-2-en-1-one